(2-(5-chloro-2-methyl-3H-imidazo[4,5-b]pyridin-3-yl)thiazol-5-yl)methanol ClC1=CC=C2C(=N1)N(C(=N2)C)C=2SC(=CN2)CO